methyl (Z)-3-methoxy-2-[5-(3-methoxypyrazol-1-yl)-2-methyl-phenoxy]prop-2-enoate CO\C=C(\C(=O)OC)/OC1=C(C=CC(=C1)N1N=C(C=C1)OC)C